C(C)(C)(C)/[N+](=C/C1=CC(=CC=C1)C1=NN(C(C2=CC=CC=C12)=O)C1=C(C=C(C=C1)F)F)/[O-] (Z)-N-tert-Butyl-1-(3-(3-(2,4-difluorophenyl)-4-oxo-3,4-dihydrophthalazin-1-yl)phenyl)methanimine Oxide